1-TOSYL-3,4-DIHYDROPYRIMIDIN-2-ONE S(=O)(=O)(C1=CC=C(C)C=C1)N1C(NCC=C1)=O